C(C)(C)NC(O[C@H]1C[C@H](CC1)C1=CC(=NN1)NC=1C=2N(C=CC1)N=C(C2)C2=C(C(=CC=C2)O)C=O)=O (1R,3S)-3-(3-((2-(2-formyl-3-hydroxyphenyl)pyrazolo[1,5-a]pyridin-4-yl)amino)-1H-pyrazol-5-yl)cyclopentyl isopropylcarbamate